2-bromo-4-(3-fluorophenyl)-N-(2-oxo-3,4-dihydro-1H-quinolin-6-yl)thiazole-5-carboxamide BrC=1SC(=C(N1)C1=CC(=CC=C1)F)C(=O)NC=1C=C2CCC(NC2=CC1)=O